hexafluoro-2-(pentafluorophenoxy)-1-(trifluorovinyl-oxy)propane FC(C(C(OC(=C(F)F)F)(F)F)(OC1=C(C(=C(C(=C1F)F)F)F)F)F)(F)F